C(#N)C=1C=C(C=NC1)C[C@@H]1CC[C@H](CC1)C(=O)O trans-4-[(5-cyano-3-pyridyl)methyl]cyclohexanecarboxylic acid